1-{[(2R,5R)-1-(2-{6-[(2,4-Difluorophenyl)methyl]-3,3-dimethyl-1H,2H,3H-pyrrolo[3,2-c]pyridin-1-yl}-2-oxoethyl)-5-methylpiperazin-2-yl]methyl}piperidin-2-one hydrochloride Cl.FC1=C(C=CC(=C1)F)CC1=CC2=C(C=N1)C(CN2C(CN2[C@H](CN[C@@H](C2)C)CN2C(CCCC2)=O)=O)(C)C